COC1=NC(COC1)C 5-methoxy-3-methyl-3,6-dihydro-2H-1,4-oxazine